FC1=CC=C(C=C1)C(C(=O)NC=1SC(=C(C1C(=O)OC)C)C(NCCNC([C@@H](NC([C@@H](NC([C@@H](NC(C)=O)C(C)C)=O)C(C)C)=O)C(C)C)=O)=O)CC methyl 2-(2-(4-fluorophenyl)butanamido)-4-methyl-5-(((5S,8S,11S)-5,8,11-triisopropyl-4,7,10,13-tetraoxo-3,6,9,12-tetraazatetradecyl)carbamoyl)thiophene-3-carboxylate